2-(1,3-bis(7-methoxy-4,9-dihydro-3H-pyrido[3,4-b]indol-1-yl)propan-2-yl)-5-methoxyphenol COC1=CC=C2C3=C(NC2=C1)C(=NCC3)CC(CC3=NCCC1=C3NC3=CC(=CC=C13)OC)C1=C(C=C(C=C1)OC)O